(2S,3R)-2-hydroxy-3-isobutylsuccinic acid O[C@H](C(=O)O)[C@H](C(=O)O)CC(C)C